[Yb].[Yb].CC1=CNC2=CC=CC=C12 3-methyl-indole ytterbium-ytterbium